2-(2-(3-carbamoyl-1H-indazol-1-yl)-N-cyclopropylacetamido)acetic acid C(N)(=O)C1=NN(C2=CC=CC=C12)CC(=O)N(C1CC1)CC(=O)O